(S)-methyl 2-(4-((2-chloro-6-fluorophenyl)carbamoyl)-2-fluoro-5-((1,1,1-trifluoropropan-2-yl)oxy)phenyl)-5-ethyl-1-methyl-1H-imidazole-4-carboxylate ClC1=C(C(=CC=C1)F)NC(=O)C1=CC(=C(C=C1O[C@H](C(F)(F)F)C)C=1N(C(=C(N1)C(=O)OC)CC)C)F